NC1=NC(=C2NC=NC2=N1)CNC1CC1 2-amino-6-cyclopropylaminomethyl-purine